ClC1=CC=C(C=C1)C=1C=C(C(N(N1)C=1C=NN(C1)C)=O)C(=O)N[C@@H]1COC[C@@H]1O 6-(4-chlorophenyl)N-[(cis)-4-hydroxytetrahydrofuran-3-yl]-2-(1-methyl-1H-pyrazol-4-yl)-3-oxo-2,3-dihydropyridazine-4-carboxamide